2-methyl-3-mercaptopropyl-methyl-dimethoxysilane CC(C[Si](OC)(OC)C)CS